C(CCCCCCCCC(=O)[O-])(=O)OC1C(C(N(C(C1)(C)C)C)(C)C)C methyl-(1,2,2,6,6-pentamethyl-4-piperidyl) sebacate